tert-Butyl (Z)-3-(2-(3-(4-bromo-6-chloro-1-(tetrahydro-2H-pyran-2-yl)-1H-indazol-5-yl)allyl)-2H-1,2,3-triazol-4-yl)piperidine-1-carboxylate BrC1=C2C=NN(C2=CC(=C1\C=C/CN1N=CC(=N1)C1CN(CCC1)C(=O)OC(C)(C)C)Cl)C1OCCCC1